C(C)(C)(C)P(C1=C(C(=CC=C1OC)C)C1=C(C=C(C=C1C(C)C)C(C)C)C(C)C)C(C)(C)C Di-tert-butyl(2',4',6'-triisopropyl-3-methoxy-6-methyl-[1,1'-biphenyl]-2-yl)phosphane